C(C1=CC=CC=C1)OCC1=C(N)C=C(C=C1)C(F)(F)F 2-((benzyloxy)methyl)-5-(trifluoromethyl)aniline